2-(6-(4-methoxy-4-methylpiperidin-1-yl)-2-methylpyridin-3-yl)spiro[3.3]heptane-2,6-diamine COC1(CCN(CC1)C1=CC=C(C(=N1)C)C1(CC2(C1)CC(C2)N)N)C